C(C)N(C(O[C@H]1C[C@H](CC1)C1=CC(=NN1)NC(CC1=CC=C(C=C1)F)=O)=O)C (1R,3S)-3-(3-{[(4-fluoro-phenyl)acetyl]amino}-1H-pyrazol-5-yl)cyclopentyl ethyl(methyl)carbamate